aminobutaneamide NC(C(=O)N)CC